ClC=1C=C(OCC[C@H](C(=O)O)C)C=CC1C=1N(C2=NC=NC(=C2N1)OC1(CC1)C)CC1=C(C=CC=C1F)C#N |r| (racemic)-4-(3-chloro-4-(9-(2-cyano-6-fluorobenzyl)-6-(1-methylcyclopropoxy)-9H-purin-8-yl)phenoxy)-2-methylbutanoic acid